2,4,6-trimethylcyclohex-3-enecarboxaldehyde CC1C(C(CC(=C1)C)C)C=O